(1R,3R)-N-(3-Butyramido-2,4-difluorophenyl)-2,2-dichloro-3-(3,4,5-trichlorophenyl)cyclopropane-1-carboxamide C(CCC)(=O)NC=1C(=C(C=CC1F)NC(=O)[C@@H]1C([C@H]1C1=CC(=C(C(=C1)Cl)Cl)Cl)(Cl)Cl)F